2-(2,3-Dihydrobenzofuran-5-yl)-3-(2-methylpyridin-4-yl)imidazo[1,2-a]pyrimidine O1CCC2=C1C=CC(=C2)C=2N=C1N(C=CC=N1)C2C2=CC(=NC=C2)C